C(CCCCCCCCC\C=C/CCCCCC)(=O)[O-].[In+3].N1(N=CC=C1)C1=C(CNC2=C3N=CN(C3=NC(=N2)N2CCC(CC2)C(=O)N)C(C)C)C=CC=C1.C(CCCCCCCCC\C=C/CCCCCC)(=O)[O-].C(CCCCCCCCC\C=C/CCCCCC)(=O)[O-] 1-(6-((2-(1H-pyrazol-1-yl)benzyl)amino)-9-isopropyl-9H-purin-2-yl)piperidine-4-carboxamide indium cis-vaccenate